(E)-4-(pyridin-4-yldiazenyl)phenyl isobutyrate C(C(C)C)(=O)OC1=CC=C(C=C1)\N=N\C1=CC=NC=C1